2-methylphosphinyl-aniline CP(=O)C1=C(N)C=CC=C1